2,4-dichloro-6,7-dihydrofuro[3,2-d]pyrimidine ClC=1N=C(C2=C(N1)CCO2)Cl